[NH4+].C(CCCCCCC)C(CCCCCCCCC)C(CCCCCCCCC)CCCCCCCC 10,11-dioctyl-eicosane ammonium